NC1=NC=CC=C1C1=NC=2C(=NC(=CC2)S2N=CC=C2)N1C1=CC=C(CN2CCC(CC2)NC2=NC(=NC=C2)C#N)C=C1 4-((1-(4-(2-(2-aminopyridin-3-yl)-5-(isothiazol-S-yl)-3H-imidazo[4,5-b]pyridin-3-yl)benzyl)piperidin-4-yl)amino)pyrimidine-2-carbonitrile